(R)-3-((3-(4-(3,3-dimethylbenzazetidin-1-yl)pyrido[3,2-d]pyrimidin-6-yl)phenyl)ethynyl)-3-hydroxy-1-methylpyrrolidin-2-one CC1(C=CC=C2C1CN2C=2C1=C(N=CN2)C=CC(=N1)C=1C=C(C=CC1)C#C[C@]1(C(N(CC1)C)=O)O)C